(R)-6-(3-Fluoroazepan-1-yl)quinoline-4-carboxylic acid methyl ester COC(=O)C1=CC=NC2=CC=C(C=C12)N1C[C@@H](CCCC1)F